[K+].[K+].[K+].[K+].N(C(C(=O)[O-])CC(=O)[O-])C(C(=O)[O-])CC(=O)[O-] iminodisuccinate tetrapotassium